hypochlorous acid, iodide ClI